ClC1=CC=C(COCCC2=C(C3=C(C(=C(C(=C3C=C2)S(=O)(=O)[O-])S(=O)(=O)[O-])C)C)CC2=CN=C(O2)[C@@](C2=CC=CC=C2)(O)C2CCCCC2)C=C1.[NH4+].[NH4+] ammonium [2-(4-chloro-benzyloxy)-ethyl]-[2-((R)-cyclohexyl-hydroxy-phenyl-methyl)-oxazol-5-ylmethyl]-dimethyl-naphthalenedisulfonate